N1=C(C=C(C=C1)C=O)C1=NC=CC(=C1)C=O 2,2'-bipyridine-4,4'-dicarboxaldehyde